chloro(2-dicyclohexylphosphoryl-2',6'-dimethoxy-1,1'-biphenyl) ClC=1C(=C(C=CC1)C1=C(C=CC=C1OC)OC)P(=O)(C1CCCCC1)C1CCCCC1